C(C)(C)(C)OC(=O)NCCCOC=1C=C(C(=O)O)C=C(C1)OCCCNC(=O)OC(C)(C)C 3,5-bis[3-(tert-butoxycarbonylamino)propoxy]benzoic acid